(S)-2-((4-(6-(2-cyclohexylethoxy)pyridin-2-yl)piperazin-1-yl)methyl)-1-(oxetan-2-ylmethyl)-1H-benzo[d]imidazole-6-carboxylic acid C1(CCCCC1)CCOC1=CC=CC(=N1)N1CCN(CC1)CC1=NC2=C(N1C[C@H]1OCC1)C=C(C=C2)C(=O)O